C(#N)CN1CCN(CC1)C1=NC(=NC(=C1)N1CCOCC1)N1C(=NC2=C1C=CC=C2OC)C(F)F cyanomethyl-4-{2-[2-(difluoromethyl)-4-methoxy-1H-benzo[d]imidazol-1-yl]-6-morpholinopyrimidin-4-yl}piperazine